(2-ethoxy-2-oxoethyl)-5,6,7,8-tetrahydro-2,7-naphthyridine-3-carboxylic acid C(C)OC(CC1=NC(=CC=2CCNCC12)C(=O)O)=O